OC1=C(C=C2C=C(NC2=C1)C(=O)OC)OC methyl 6-hydroxy-5-methoxy-indole-2-carboxylate